FC=1C(=CC(=[N+](C1)[O-])C)C(=O)OC 5-Fluoro-4-(methoxycarbonyl)-2-methylpyridine 1-oxide